C(C)(=O)NCC12CN(CC(C1)C2)C(=O)OC(C)(C)C tert-Butyl 1-(acetamidomethyl)-3-azabicyclo[3.1.1]heptane-3-carboxylate